CC1=CC2=C(C(CC3=C(N2)C=CC=C3)=O)C=C1C 7,8-dimethyl-5,11-dihydro-10H-dibenzo[b,f]azepin-10-one